C[C@@H]1N([C@@H](CNC1)C)C(C(F)(F)C=1C=C(C(=O)NC2=CC(=C(C=C2)F)C)C=CC1F)=O 3-(2-((2S,6R)-2,6-dimethylpiperazin-1-yl)-1,1-difluoro-2-oxoethyl)-4-fluoro-N-(4-fluoro-3-methylphenyl)benzamide